2-(3,4-dimethoxyphenyl)-2-oxoacetaldehyde COC=1C=C(C=CC1OC)C(C=O)=O